2-(1-(2-(((S)-1-((2S,4R)-4-hydroxy-2-(((S)-1-(4-(4-methylthiazol-5-yl)phenyl)ethyl)carbamoyl)pyrrolidin-1-yl)-3,3-dimethyl-1-oxobutan-2-yl)amino)-2-oxoethyl)piperidin-4-yl)acetic acid O[C@@H]1C[C@H](N(C1)C([C@H](C(C)(C)C)NC(CN1CCC(CC1)CC(=O)O)=O)=O)C(N[C@@H](C)C1=CC=C(C=C1)C1=C(N=CS1)C)=O